ClC1=CC=C(C=C1)C1=CC=NC(=N1)C1=CC=CC=C1 6-(4-chlorophenyl)-2-phenylpyrimidine